[Si](C)(C)(C(C)(C)C)O[C@@H]1C(N(CC1)CCOC=1N(N=CC1C=1C=C2C(=NN(C2=CC1)C1OCCCC1)C#C[Si](C(C)C)(C(C)C)C(C)C)C)=O (3S)-3-[tert-butyl(dimethyl)silyl]oxy-1-[2-[2-methyl-4-[1-tetrahydropyran-2-yl-3-(2-triisopropylsilylethynyl)indazol-5-yl]pyrazol-3-yl]oxyethyl]pyrrolidin-2-one